tert-butyl (2R,5S)-5-((R)-2-(2-hydroxyphenyl)-4,5-dihydrothiazol-4-yl)-1-methylpyrrolidine-2-carboxylate OC1=C(C=CC=C1)C=1SC[C@H](N1)[C@@H]1CC[C@@H](N1C)C(=O)OC(C)(C)C